Cl.ClC=1C=C2CN3C(=NC2=CC1)SCC3(O)CCl 7-chloro-3-(chloromethyl)-2,3-dihydro-5H-thiazolo[2,3-b]Quinazoline-3-ol hydrochloride